C1(CC1)N1N=CC2=CC=C(C=C12)C1=C2CN(C(C2=CC=C1)=O)CC(C#N)=C 2-{[4-(1-cyclopropyl-1H-indazol-6-yl)-1-oxo-2,3-dihydro-1H-isoindol-2-yl]methyl}prop-2-enenitrile